FC(C1=NN=C2N1C=C(N=C2)C=2C=NC(=C(C2)F)OC2CC(C2)(F)F)(OC)F 3-(difluoro(methoxy)methyl)-6-(6-(3,3-difluorocyclobutoxy)-5-fluoropyridin-3-yl)-[1,2,4]triazolo[4,3-a]pyrazine